C(C)(C)NC(O[C@H]1C[C@H](CC1)C=1NN=C(C1)NC(=O)N1CC(=CC1)C1=C(C(=CC=C1)O)C=O)=O (1R,3S)-3-{5-[3-(2-formyl-3-hydroxyphenyl)-2,5-dihydropyrrole-1-carbonylamino]-2H-pyrazol-3-yl}cyclopentyl N-isopropylcarbamate